(6-mercaptohexyl)-2-(N-phenylacetamido)pyrimidine-5-carboxamide SCCCCCCC1=NC(=NC=C1C(=O)N)N(C(C)=O)C1=CC=CC=C1